C(C)NC1=NC=2N(C(N(C(C2N1CC1=CC(=CC=C1)C=1C=NC=CC1)=O)C)=O)C 8-(Ethylamino)-1,3-dimethyl-7-(3-(pyridin-3-yl)benzyl)-3,7-dihydro-1H-purine-2,6-dione